FC=1C=C(C(=O)N)C=CC1OC[C@H](C)O 3-fluoro-4-[(2S)-2-hydroxypropoxy]benzamide